dioctyldifluorosilane C(CCCCCCC)[Si](F)(F)CCCCCCCC